NC1=C2C(=NC=N1)N(N=C2C2=CC=C(C=C2)OC2=CC=CC=C2)C2CCC(CC2)CN2C(C(N(C(C2([2H])[2H])([2H])[2H])C=2C=C(C1=CN(C=C1C2)C2C(NC(CC2)=O)=O)F)([2H])[2H])([2H])[2H] 6-(4-((4-(4-amino-3-(4-phenoxyphenyl)-1H-pyrazolo[3,4-d]pyrimidin-1-yl)cyclohexyl)methyl)Piperazin-1-yl-2,2,3,3,5,5,6,6-d8)-2-(2,6-dioxopiperidin-3-yl)-4-fluoroisoindol